N-(4-((2-((4-((1-methylpiperidin-4-yl)oxy)-3-(trifluoromethyl)phenyl)amino)-5,6-dihydro-4H-imidazo[4,5,1-ij]quinolin-7-yl)oxy)pyridin-2-yl)acetamide CN1CCC(CC1)OC1=C(C=C(C=C1)NC1=NC=2C=CC(=C3CCCN1C23)OC2=CC(=NC=C2)NC(C)=O)C(F)(F)F